CC(CC(=O)OCCCN(CCN1CCCCC1)CCCCCCCCC)CCC (2-((3-((3-methylhexanoyl)oxy)propyl)(nonyl)amino)ethyl)piperidine